tert-Butyl 1H,2H,3H,4H,5H,6H-pyrrolo[3,4-c]pyrrole-2-carboxylate C1N(CC2=C1CNC2)C(=O)OC(C)(C)C